C(C1=CC=CC=C1)OC1=C2CN(C(C2=C(C=C1)Cl)=O)C1C(NC(CC1)=O)=O 3-(4-(benzyloxy)-7-chloro-1-oxoisoindolin-2-yl)piperidine-2,6-dione